ClC1=CC=C(C=C1)C1=NN(CC1C1=CC=CC=C1)S(=O)(=O)C1=CC=C(C=C1)Cl (E)-3-(4-chlorophenyl)-N-((4-chlorophenyl)sulfonyl)-4-phenyl-4,5-dihydro-1H-pyrazole